FC1(CCC1)CNC=1N=CC2=C(N1)NC=C2C2=CC1=C(N=C(S1)C)C=C2 N-((1-fluorocyclobutyl)methyl)-5-(2-methylbenzo[d]thiazol-6-yl)-7H-pyrrolo[2,3-d]pyrimidin-2-amine